Cl.ClC=1C=CC(=C(C1)CN)OC (5-chloro-2-methoxyphenyl)methanamine hydrochloride